BrC=1N=CN(C1)CC(CNC(OC(C)(C)C)=O)O[Si](C)(C)C(C)(C)C tert-butyl (3-(4-bromo-1H-imidazol-1-yl)-2-((tert-butyldimethylsilyl)oxy)-propyl)carbamate